OC1=C(OC=CC1)C 3-hydroxy-2-methyl-4h-pyran